3-CHLORO-5-METHOXYPHENYLBORONIC ACID ClC=1C=C(C=C(C1)OC)B(O)O